[6-(2-chloro-5-fluorophenyl)-3-(2,2-difluoroethyl)-2-methyl-8-oxo-7,8-dihydro-6H-pyrrolo[4,3-g]indazol-5-yl]-6-fluoro-1,1-dioxo-1λ6-benzothiophene-3-carboxamide ClC1=C(C=C(C=C1)F)C1NC(C2=C1C(=CC1=C(N(N=C21)C)CC(F)F)C=2S(C1=C(C2C(=O)N)C=CC(=C1)F)(=O)=O)=O